ethyl 2-(6-chloro-7-((3-cyano-4-fluorophenyl) carbamoyl)-2,3-dihydro-1H-pyrrolizin-5-yl)-2-oxoacetate ClC1=C(N2CCCC2=C1C(NC1=CC(=C(C=C1)F)C#N)=O)C(C(=O)OCC)=O